F[P-](F)(F)(F)(F)F.CN(C)C(=[N+]1N=[N+](C2=NC=CC=C21)[O-])N(C)C 1-[bis(dimethylamino)methylene]-1H-1,2,3-triazolo[4,5-b]-pyridinium 3-oxid hexafluorophosphate